rac-[(2,3-dioctadecyloxypropyl)(2-hydroxyethyl)]-dimethyl-ammonium chloride [Cl-].C(CCCCCCCCCCCCCCCCC)OC(CC(C[NH+](C)C)O)COCCCCCCCCCCCCCCCCCC